ClC1=C(C=NC=C1)\C=C/C=1C=NC=CC1Cl (Z)-1,2-bis(4-chloropyridin-3-yl)ethene